ClC=1C=C(C=C(C1)NS(=O)(=O)C)NC(=O)C=1N(N=C(C1)C1=NC=C(C=C1OCC1=CC(=CC(=C1)S(=O)(=O)C)F)F)COCC[Si](C)(C)C N-(3-chloro-5-methanesulfonamidophenyl)-5-{5-fluoro-3-[(3-fluoro-5-methanesulfonyl-phenyl)methoxy]pyridin-2-yl}-2-{[2-(trimethylsilyl)ethoxy]methyl}pyrazole-3-carboxamide